17α-methyl-17β-hydroxyandrosta-4-en-3-one C[C@]1([C@]2(C)[C@@H](CC1)[C@@H]1CCC3=CC(CC[C@]3(C)[C@H]1CC2)=O)O